(1R,3S)-3-(5-amino-2H-pyrazol-3-yl)cyclopentyl N-propylcarbamate C(CC)NC(O[C@H]1C[C@H](CC1)C=1NN=C(C1)N)=O